2-(3-Acetyl-5-(1-acetyl-1,2,3,6-tetrahydropyridin-4-yl)-1H-indol-1-yl)acetic acid C(C)(=O)C1=CN(C2=CC=C(C=C12)C=1CCN(CC1)C(C)=O)CC(=O)O